FC=1C=C2C(=CNC2=CC1)CCNC(CCCC)=O N-(2-(5-fluoro-1H-indol-3-yl)ethyl)pentanamide